(S)-8-Methyl-2-((R)-3-methylmorpholin-4-yl)-9-oxazol-2-ylmethyl-8-trifluoromethyl-6,7,8,9-tetrahydro-pyrimido[1,2-a]-pyrimidin-4-one C[C@@]1(N(C=2N(C(C=C(N2)N2[C@@H](COCC2)C)=O)CC1)CC=1OC=CN1)C(F)(F)F